methyl-[3-(benzotriazol-2-yl)-4-hydroxy-5-tert-butylphenyl]-propionate CC(C(=O)[O-])(C)C1=CC(=C(C(=C1)C(C)(C)C)O)N1N=C2C(=N1)C=CC=C2